(S)-N-((S)-1-(4-cyano-2-(4-fluorophenyl)oxazol-5-yl)-7-(oxazol-2-yl)-7-oxoheptyl)-6-methyl-6-azaspiro[2.5]octane-1-carboxamide C(#N)C=1N=C(OC1[C@H](CCCCCC(=O)C=1OC=CN1)NC(=O)[C@H]1CC12CCN(CC2)C)C2=CC=C(C=C2)F